[(2E)-3-chloro-2-propen-1-yl]amino-1-[2,6-dichloro-4-(trifluoromethyl)phenyl]-4-[(trifluoromethyl)sulfinyl]-1H-pyrazole-3-carbonitrile Cl/C=C/CNC1=C(C(=NN1C1=C(C=C(C=C1Cl)C(F)(F)F)Cl)C#N)S(=O)C(F)(F)F